OC(=O)C(F)(F)F.C(C1=CC=CC=C1)N(CCN1C2CC(CC1CC2)C=2C=C(C(=O)N)C=CC2)C([C@H](C)O)=O 3-endo-(8-{2-[benzyl-((S)-2-hydroxy-1-oxopropyl)amino]ethyl}-8-aza-bicyclo[3.2.1]oct-3-yl)-benzamide TFA salt